[Pd](Cl)Cl.[Fe].[Fe] diiron palladium dichloride